C(#N)CN1CCN(C2=C(C1)C=C(C=C2)C2=CC=CC(=N2)C(=O)N)C2=CC=C(C=C2)C(F)(F)F 6-(4-(cyanomethyl)-1-(4-(trifluoromethyl)phenyl)-2,3,4,5-tetrahydro-1H-benzo[e][1,4]diazepin-7-yl)picolinamide